N[C@@H](CCSC)C(=O)N[O-] |r| D,L-methioninehydroxamate